NC1=CC=C(C=C1)N1[C@@H](CN(CC1)C(=O)OC(C)(C)C)C (R)-tert-butyl 4-(4-aminophenyl)-3-methylpiperazine-1-carboxylate